C(C)N1CCC(CC1)CC(=O)N1CC(OCC1)C=1C=NC(=CC1)C1=CC(=CC=C1)OC 2-(1-ethylpiperidin-4-yl)-1-(2-(6-(3-methoxyphenyl)pyridin-3-yl)morpholino)ethan-1-one